[Na+].FC=1C=C(C(=NC1)OC)N1N=C(N=C1)C(=O)[O-] 1-(5-fluoro-2-methoxy-3-pyridinyl)-1,2,4-triazole-3-carboxylic acid sodium salt